C(C)(C)(C)C1N(CCN(C1CC)C1=C(C(=CC(=C1)CC(C)C)F)C#N)C(=O)OCC1=NN(C=N1)C1=CC=C(C=C1)OCC1=C(C=CC=C1C(F)(F)F)C [1-(4-{[2-methyl-6-(trifluoromethyl)phenyl]methoxy}phenyl)-1,2,4-triazol-3-yl]methanol tert-butyl-4-(2-cyano-3-fluoro-5-isobutylphenyl)-3-ethylpiperazine-1-carboxylate